FC(C(=O)NC=1C(=NC=CC1)C#CC1=CC(=NC=C1)NC(CC1=CC=C(C=C1)F)=O)(F)F 2,2,2-trifluoro-N-[2-({2-[2-(4-fluorophenyl)acetamido]pyridin-4-yl}ethynyl)pyridin-3-yl]acetamide